(S)-2',3',5'-trimethyl-4'-hydroxy-α-dodecylthioacetanilide CCCCCCCCCCCCS[C@@H](C1=CC=CC=C1)C(=O)NC2=C(C(=C(C(=C2)C)O)C)C